CN1CCN(CCN2CCN(CCN(CCN(CC1)CCN(CCN(CC2)C)C)CC2=CC=C(C=C2)O)C)CC2=CC=C(C=C2)O 4,4'-((7,16,21,24-tetramethyl-1,4,7,10,13,16,21,24-octaazabicyclo[8.8.8]hexacosane-4,13-diyl)bis(methylene))diphenol